Tert-butyl 4-((4-cyclopropoxypyridin-3-yl)amino)piperidine-1-carboxylate C1(CC1)OC1=C(C=NC=C1)NC1CCN(CC1)C(=O)OC(C)(C)C